1-(2-(2-(2-((2-(2,6-dioxopiperidin-3-yl)-1,3-dioxoisoindolin-5-yl)amino)ethoxy)ethoxy)ethyl)-N3-(2-(((S)-2-methylpyrrolidin-1-yl)methyl)-1H-benzo[d]imidazol-5-yl)isophthalamide O=C1NC(CCC1N1C(C2=CC=C(C=C2C1=O)NCCOCCOCCC1(C(=O)N)CC(C(=O)NC2=CC3=C(NC(=N3)CN3[C@H](CCC3)C)C=C2)=CC=C1)=O)=O